1-benzyl-N-(1-methyl-2-oxo-2,3,4,5-tetrahydro-1H-imidazo[1,5-a][1,3]diazepin-3-yl)-1H-1,2,4-triazole-3-carboxamide C(C1=CC=CC=C1)N1N=C(N=C1)C(=O)NC1C(N(C=2N(CC1)C=NC2)C)=O